O=C1NC(=NC=2C=C(C=C(C12)C#N)OCC1COCC1)CSC1CCOCC1 4-oxo-2-(((tetrahydro-2H-pyran-4-yl)thio)methyl)-7-((tetrahydrofuran-3-yl)methoxy)-3,4-dihydroquinazoline-5-carbonitrile